(2-oxa-8-azaspiro[4.5]decan-3-yl)methanol HCl Cl.C1OC(CC12CCNCC2)CO